N1=CN=CC(=C1)C#CC1=CC(=NC=C1)C1=NC=CC=C1 4-(2-(5-pyrimidinyl)ethynyl)-2,2'-bipyridine